N-(3-((1s,3s)-3-(cyanomethyl)-1-(4-methyl-4H-1,2,4-triazol-3-yl)cyclobutyl)phenyl)-7-(((1-methylcyclobutyl)amino)methyl)-1H-pyrrolo[3,2-b]pyridine-5-carboxamide C(#N)CC1CC(C1)(C1=NN=CN1C)C=1C=C(C=CC1)NC(=O)C1=CC(=C2C(=N1)C=CN2)CNC2(CCC2)C